5-(1-(1H-pyrrolo[2,3-b]pyridin-4-yl)ethoxy)-3-(6-(8-(methylsulfonyl)-3,8-diazabicyclo[3.2.1]octan-3-yl)pyridin-3-yl)-1H-indazole N1C=CC=2C1=NC=CC2C(C)OC=2C=C1C(=NNC1=CC2)C=2C=NC(=CC2)N2CC1CCC(C2)N1S(=O)(=O)C